3,3-Bis(p-dimethylaminophenyl)phthalide CN(C1=CC=C(C=C1)C1(OC(=O)C2=CC=CC=C12)C1=CC=C(C=C1)N(C)C)C